FC(=CC1=CC=C(C=C1)C1=CC=CC=C1)F 4-(2,2-difluorovinyl)-1,1'-biphenyl